C(#N)C(C(=O)OCC)CC(C(F)(F)F)O ethyl 2-cyano-5,5,5-trifluoro-4-hydroxy-pentanoate